trifluorodecane FC(CCCCCCCCC)(F)F